C1(CC1)CN1C(N(CC12CCC(CC2)(C2=CC(=CC=C2)F)N(C)C)C=2N(N=C(C2)C(F)(F)F)C)=O 1-(cyclopropyl-methyl)-8-dimethylamino-8-(3-fluorophenyl)-3-[2-methyl-5-(trifluoromethyl)-2H-pyrazol-3-yl]-1,3-diazaspiro[4.5]decan-2-one